1-(2-(3,8-diazabicyclo[3.2.1]octan-8-yl)-6,7-dihydrothiazolo[5,4-c]pyridin-5(4H)-yl)-2-((2-fluoropyridin-4-yl)oxy)ethan-1-one C12CNCC(CC1)N2C=2SC=1CN(CCC1N2)C(COC2=CC(=NC=C2)F)=O